(S)-N-(7-(2-chloro-5-fluorophenyl)-3-(cyanomethyl)-2,9-dioxo-2,3,4,7,8,9-hexahydro-1H-pyrrolo[3,4-H]quinazolin-6-yl)-3-fluoro-5-(trifluoromethyl)benzamide ClC1=C(C=C(C=C1)F)[C@H]1NC(C=2C1=C(C=C1CN(C(NC21)=O)CC#N)NC(C2=CC(=CC(=C2)C(F)(F)F)F)=O)=O